[C@]1(C(O)([C@H](O)[C@@H](CO)O1)O)(N1C=NC=2C(=O)NC(N)=NC12)O guanosinediol